NC=1C=C(C[C@H]2C(OC[C@@H]2CC2=CC(=C(C=C2)OC)OC)=O)C=CC1OCC1=CC=CC=C1 (3R,4R)-3-(3-amino-4-(benzyloxy)benzyl)-4-(3,4-dimethoxybenzyl)dihydrofuran-2(3H)-one